C1(CC1)[Bi]1O[Bi](O[Bi](O1)C1CC1)C1CC1 2,4,6-tricyclopropyl-1,3,5,2,4,6-trioxatribismane